tert-butyl (S)-((2'-(3-amino-2-chlorophenyl)-6-methoxy-3'-methyl-[2,4'-bipyridin]-5-yl)methyl)((5-oxopyrrolidin-2-yl)methyl)carbamate NC=1C(=C(C=CC1)C1=NC=CC(=C1C)C1=NC(=C(C=C1)CN(C(OC(C)(C)C)=O)C[C@H]1NC(CC1)=O)OC)Cl